CSC1=NN=C(S1)NC(=O)C=1N=NN(N1)CC1=NC=CC=C1 N-[5-(Methylthio)-1,3,4-thiadiazol-2-yl]-2-(pyridin-2-ylmethyl)-1,2,3,4-tetrazole-5-carboxamide